(S)-2-((1-(3-fluoropropyl)pyrrolidin-3-yl)methyl)thiazole-5-carbaldehyde FCCCN1C[C@@H](CC1)CC=1SC(=CN1)C=O